2-(3,4-epoxycyclohexyl)ethylmethyldimethoxysilane methyl-2-[acetyl(benzyl)amino]-6-hydroxy-1-benzothiophene-3-carboxylate COC(=O)C1=C(SC2=C1C=CC(=C2)O)N(CC2=CC=CC=C2)C(C)=O.C2(CC1C(CC2)O1)CC[Si](OC)(OC)C